NC1=NC(N(C=C1F)[C@@H]1O[C@@]([C@H](C1)O)(CO)C(F)F)=O 4-amino-1-[(2R,4S,5R)-5-(difluoromethyl)-4-hydroxy-5-(hydroxymethyl)oxolan-2-yl]-5-fluoropyrimidin-2-one